2-((tert-butoxycarbonyl)amino)-4-(cyanomethyl)pentanedioate C(C)(C)(C)OC(=O)NC(C(=O)[O-])CC(C(=O)[O-])CC#N